CC1=CC=C(C=C1)S(=O)(=O)O.[N+](=O)([O-])C1=C(C=CC=C1)N1C(=CC=C1)C=CC=NC(=NN)N N-{3-[1-(2-nitrophenyl)-1H-pyrrol-2-yl]-allylidene}-aminoguanidine para-toluenesulfonic acid salt